decyl 4-(7-(3,4-dimethoxy-phenyl)pyrazolo[1,5-a]pyrimidine-2-carboxamido)benzoate COC=1C=C(C=CC1OC)C1=CC=NC=2N1N=C(C2)C(=O)NC2=CC=C(C(=O)OCCCCCCCCCC)C=C2